FC(C1=CC=C(C=C1)C1=NC(=NC(=N1)N)N)(F)F (4-trifluoromethylphenyl)-2,4-diamino-1,3,5-triazine